O=C1N(CCC(N1)=O)N1C(C2=CC=C(C=C2C1=O)CN1CCC(=CC1)C=1C2=C(N=CN1)SC(=C2)C2=CC=CC=C2)=O 2-(2,4-dioxotetrahydropyrimidin-1(2H)-yl)-5-((4-(6-phenylthieno[2,3-d]pyrimidin-4-yl)-3,6-dihydropyridin-1(2H)-yl)methyl)isoindoline-1,3-dione